N1=CNC2=C1C=CC(=C2)C(=O)O benzo[d]imidazole-5-carboxylic acid